(Z)-3-(3-(3,5-bis-(trifluoromethyl)-phenyl)-1H-1,2,4-triazol-1-yl)-2-(6-fluoropyridin-3-yl)acrylamide FC(C=1C=C(C=C(C1)C(F)(F)F)C1=NN(C=N1)\C=C(/C(=O)N)\C=1C=NC(=CC1)F)(F)F